N-((3-chloro-4-fluorophenyl)(5-methyl-4-(methylsulfonyl)-1H-imidazol-2-yl)methyl)-4-(trifluoromethyl)aniline ClC=1C=C(C=CC1F)C(NC1=CC=C(C=C1)C(F)(F)F)C=1NC(=C(N1)S(=O)(=O)C)C